C(=O)CC(=O)OCC#C propargyl formylacetate